3-(2-chloro-5-((ethoxycarbonyl)amino)-4-fluorophenyl)-5-methyl-4,5-dihydro-isoxazole-5-carboxylic acid ethyl ester C(C)OC(=O)C1(CC(=NO1)C1=C(C=C(C(=C1)NC(=O)OCC)F)Cl)C